NC(COC1=CC=C(C=C1)C1=CC=C(C=C1)/C=C/[C@@H](CO)N1C(=NC=C1)[C@H](C)O)CO (2S,e)-4-(4'-(2-amino-3-hydroxypropoxy)-[1,1'-biphenyl]-4-yl)-2-(2-((S)-1-hydroxyethyl)-1H-imidazol-1-yl)but-3-en-1-ol